2-methoxycarbonyl-1-propanol COC(=O)C(CO)C